4-cinnamyl-3-hydroxy-5-(3-nitrophenyl)-1-(2-methylphenyl)-1H-pyrrol-2(5H)-one C(C=CC1=CC=CC=C1)C1=C(C(N(C1C1=CC(=CC=C1)[N+](=O)[O-])C1=C(C=CC=C1)C)=O)O